C(C)OC1(OC(C2=C(O1)C=CC=C2)F)O 2-ethoxy-4-fluorobenzo[d][1,3]dioxanol